(Z)-2-Butenen C=C=CC